2-(3-benzyl-2,6-dioxopiperidin-3-yl)-4-hydroxyisoindoline-1,3-dione C(C1=CC=CC=C1)C1(C(NC(CC1)=O)=O)N1C(C2=CC=CC(=C2C1=O)O)=O